O1C(OCC1)C=1C=CC(=NC1)N1N=C(C(=C1)F)C(C)(C)O 2-(1-(5-(1,3-dioxolane-2-yl)pyridin-2-yl)-4-fluoro-1H-pyrazol-3-yl)propane-2-ol